(6R)-6-[2-(6-amino-2-fluoro-3-pyridinyl)-4-fluoro-1H-imidazol-5-yl]-2-[5-chloro-2-(1H-tetrazol-1-yl)phenyl]-7,8-dihydropyrrolo[1,2-a]pyrimidin NC1=CC=C(C(=N1)F)C=1NC(=C(N1)F)[C@H]1CCC=2N1CC=C(N2)C2=C(C=CC(=C2)Cl)N2N=NN=C2